FC=1C(=NC=CC1)C1(CCC1)CNC1=NC=C(C=N1)N1N=CC(=C1)C(=O)O 1-[2-({[(3-fluoro-2-pyridyl)cyclobutyl]methyl}amino)pyrimidin-5-yl]pyrazole-4-carboxylic acid